(R)-3-((6-bromopyridin-3-yl)oxy)-2-hydroxypropionic acid ethyl ester C(C)OC([C@@H](COC=1C=NC(=CC1)Br)O)=O